C(\C=C/C1=CC=CC=C1)(=O)O Z-cinnamic acid